FC1=CC=C(C=C1)C(CN1CCC(CC1)CN(C(=O)NC1=CC=C(C=C1)COC)C)=O 1-((1-(2-(4-Fluorophenyl)-2-oxoethyl)piperidin-4-yl)methyl)-3-(4-(methoxymethyl)phenyl)-1-methylurea